2-fluoro-1-(3-(3-(4-(trifluoromethyl)phenyl)-1H-indazol-1-yl)azetidin-1-yl)prop-2-en-1-one FC(C(=O)N1CC(C1)N1N=C(C2=CC=CC=C12)C1=CC=C(C=C1)C(F)(F)F)=C